2-(diphenylphosphino)biphenyl Methyl-(Z)-1-(4-hydroxybut-2-en-1-yl)-1H-imidazole-4-carboxylate (Methyl-(Z)-1-(4-hydroxybut-2-en-1-yl)-1H-imidazole-4-carboxylate) CC=1N(C=C(N1)C(=O)O)C\C=C/CO.COC(=O)C=1N=CN(C1)C\C=C/CO.C1(=CC=CC=C1)P(C1=C(C=CC=C1)C1=CC=CC=C1)C1=CC=CC=C1